{4-[2-(morpholin-4-yl)-8-(1H-pyrazol-5-yl)-1,7-naphthyridin-4-yl]phenyl}(piperidin-1-yl)methanone N1(CCOCC1)C1=NC2=C(N=CC=C2C(=C1)C1=CC=C(C=C1)C(=O)N1CCCCC1)C1=CC=NN1